BrC=1C=C2N=CC(=NC2=C(C1)F)C1=CC2=CN(N=C2C(=C1OCOC)F)C 6-bromo-8-fluoro-2-[7-fluoro-6-(methoxymethoxy)-2-methylindazol-5-yl]quinoxaline